ClC1=C(C=C(C=C1)NC(NC1CCC=2NC3=CC(=CC=C3C2C1)C(=O)NCCC1=CC=C(C=C1)O)=O)C(F)(F)F 3-(3-(4-chloro-3-trifluoromethylphenyl)ureido)-N-(4-hydroxyphenylethyl)-2,3,4,9-tetrahydro-1H-carbazole-7-carboxamide